methyl epoxycrotonate CC1C(O1)C(=O)OC